Sodium taurate, Sodium salt [Na+].NCCS(=O)(=O)[O-].[Na+].NCCS(=O)(=O)[O-]